tripentyl-benzyl-ammonium C(CCCC)[N+](CC1=CC=CC=C1)(CCCCC)CCCCC